CC=1N=CNC(C1)=O 4-methyl-6-oxopyrimidin